CCCCCCCC\C=C/CC=CCCCCC (9Z,2Z)-octadeca-9,12-dien